(1-(8-fluoro-6-quinolyl)ethyl)pyrazine-2,3-diamine FC=1C=C(C=C2C=CC=NC12)C(C)C=1N=C(C(=NC1)N)N